C(#N)C=1C(=C(OCC(C(=O)NC2CCN(CC2)C)(C)C)C=CC1)C 3-(3-cyano-2-methylphenoxy)-2,2-dimethyl-N-(1-methylpiperidin-4-yl)propanamide